FC(C(C(C(F)(F)F)(F)F)(F)F)(F)F perfluoro-n-butane